3-(2-chloro-4-nitrophenyl)-1-(3-chlorophenyl)-thiourea ClC1=C(C=CC(=C1)[N+](=O)[O-])NC(NC1=CC(=CC=C1)Cl)=S